COC=1N=C2C(=C3C(=NC2=CC1COCCN1CCCC1)CCC3)N[C@@H](COC)C 2-methoxy-N-[(2R)-1-methoxypropan-2-yl]-3-{[2-(pyrrolidin-1-yl)ethoxy]methyl}-6H,7H,8H-cyclopenta[b]1,5-naphthyridin-9-amine